FC=1C=C2C(=CC(N(C2=CC1C1=C(C=CC=C1O)F)C=1C(=NC=CC1C)C(C)C)=O)N1C[C@@H](N(CC1)CC=C)C 6-fluoro-7-(2-fluoro-6-hydroxy-phenyl)-1-(2-isopropyl-4-methyl-3-pyridyl)-4-[(3S)-3-Methyl-4-prop-2-enyl-piperazin-1-yl]quinolin-2-one